t-butyl-(3aR,5r,6aS)-5-((methylsulfonyl)oxy)hexahydrocyclopenta[c]pyrrole C(C)(C)(C)C1NC[C@H]2C1=C[C@@H](C2)OS(=O)(=O)C